7-((4-(Difluoromethoxy)phenyl)sulfonyl)-2-(tetrahydro-2H-pyran-4-yl)-2,7-diazaspiro[3.5]nonane FC(OC1=CC=C(C=C1)S(=O)(=O)N1CCC2(CN(C2)C2CCOCC2)CC1)F